C1(CC1)C1=NC=NC(=C1C1=NC=C2C(=N1)N(C(NC2=O)=O)CC2=CC=C(C=C2)C=2N(C=C(N2)C(F)(F)F)C(C)C)OC 7-(4-cyclopropyl-6-methoxypyrimidin-5-yl)-1-({4-[1-isopropyl-4-(trifluoromethyl)imidazol-2-yl]phenyl}methyl)-3H-pyrimido[4,5-d][1,3]diazine-2,4-dione